ClC=1C=C(C=CC1Cl)CNC=1NC(C2=C(N1)C=NN2C2CCN(CC2)C(=O)[C@H]2N(C[C@@H](C2)O)C(=O)OC(C)(C)C)=O tert-butyl (2S,4R)-2-[4-[5-[(3,4-dichlorophenyl)methylamino]-7-oxo-6H-pyrazolo[4,3-d]pyrimidin-1-yl]piperidine-1-carbonyl]-4-hydroxy-pyrrolidine-1-carboxylate